C(=O)(O)C1C(=O)OCCCC1 α-carboxyl-ε-caprolactone